(4-chloro-2-methyl-5-nitrophenyl)(4,4-difluoropiperidin-1-yl)methanone ClC1=CC(=C(C=C1[N+](=O)[O-])C(=O)N1CCC(CC1)(F)F)C